2-(4-ethylpiperazin-1-yl)acetamide C(C)N1CCN(CC1)CC(=O)N